C(N)(=N)N1CCC(=CC1)C1=CC=C(C=C1)NC(=O)C1=NC=CC(=C1)C(=O)NC1=CC=C(C=C1)C=1CCN(CC1)C(N)=N N2,N4-bis[4-(1-carbamimidoyl-1,2,3,6-tetrahydropyridin-4-yl)phenyl]pyridine-2,4-dicarboxamide